N1C(=NC2=C1C=CC=C2)C2=CC(=NN2C)NC(=O)C=2C(=NC(=CC2)Cl)C N-[5-(1H-benzimidazol-2-yl)-1-methyl-pyrazol-3-yl]-6-chloro-2-methyl-pyridine-3-carboxamide